6-Chloro-2-(3,4-dichlorophenylmethyl)benzimidazole ClC=1C=CC2=C(N=C(N2)CC2=CC(=C(C=C2)Cl)Cl)C1